di(phenyl)[(phenyl)di(tert-Butyl)indolocarbazolyl]triazine C1(=CC=CC=C1)C1=C(C(=NN=N1)C1=C2C(=C(C(=C1C(C)(C)C)C(C)(C)C)C1=CC=CC=C1)N=C1C=CC3=C4C=CC=CC4=NC3=C12)C1=CC=CC=C1